ClC=1C=C(C=CC1Cl)C=1N(C(=CC(C1C(=O)OCC)=O)OCC=1C=NC(=CC1)F)CC ethyl 2-(3,4-dichlorophenyl)-1-ethyl-6-[(6-fluoro-3-pyridyl)methoxy]-4-oxo-pyridine-3-carboxylate